C(CC=CCC)[Si](OCC)(OCC)OCC 3-hexenyltriethoxysilane